2,2'-bis(carboxymethoxy)-1,1'-binaphthyl potassium salt [K+].C(=O)([O-])COC1=C(C2=CC=CC=C2C=C1)C1=C(C=CC2=CC=CC=C12)OCC(=O)[O-].[K+]